2,3,4-tribenzyloxy-6,8-dioxabicyclo[3.2.1]Octane-1-carbaldehyde C(C1=CC=CC=C1)OC1C2(COC(C(C1OCC1=CC=CC=C1)OCC1=CC=CC=C1)O2)C=O